(S)-1-(2-(1-(4-(3-chlorophenoxy)phenyl)imidazo[1,5-a]pyrazin-3-yl)pyrrolidin-1-yl)prop-2-en-1-one ClC=1C=C(OC2=CC=C(C=C2)C=2N=C(N3C2C=NC=C3)[C@H]3N(CCC3)C(C=C)=O)C=CC1